C(C)N1CCN(CC1)CCCN 3-(4-ethylpiperazin-1-yl)propan-1-amine